FC1(CCC(CC1)[C@H](NC(=O)C1(CC1)F)C1=NC2=C(N1)C=CC(=C2)[C@@H](C)NC(CCC(F)(F)F)=O)F N-((S)-(4,4-Difluorocyclohexyl)(5-((R)-1-(4,4,4-trifluorobutanamido)ethyl)-1H-benzo[d]imidazol-2-yl)methyl)-1-fluorocyclopropane-1-carboxamide